4-fluoro-1-{2-[(methylcarbamoyl)amino]acetyl}-N-{phenyl[5-(propan-2-yl)pyridin-2-yl]methyl}pyrrolidine-2-carboxamide FC1CC(N(C1)C(CNC(NC)=O)=O)C(=O)NC(C1=NC=C(C=C1)C(C)C)C1=CC=CC=C1